(E)-4-(6,8-dihydroxynaphthalen-2-yl)but-3-en-2-one OC=1C=C2C=CC(=CC2=C(C1)O)/C=C/C(C)=O